BrC=1C=C(C=2N(C1)N=CC2Cl)O 6-bromo-3-chloropyrazolo[1,5-a]pyridin-4-ol